NC=1C(NC(N(N1)C1=CC(=C(C(=C1)C)OC=1C=C2C3(C(NC2=CC1)=O)CCCC3)C)=O)=O 6-amino-2-(3,5-dimethyl-4-((2'-oxospiro[cyclopentane-1,3'-indolin]-5'-yl)oxy)phenyl)-1,2,4-triazine-3,5(2H,4H)-dione